C(C)(C)(C)OC(=O)N[C@@H](CC1=CNC2=CC=CC=C12)C(=O)OCCCN(CC(CCCCCCCCCC)O[Si](C)(C)C(C)(C)C)CC(CCCCCCCCCC)O[Si](C)(C)C(C)(C)C 3-(bis(2-((tert-butyldimethylsilyl)oxy)dodecyl)amino)propyl (tert-butoxycarbonyl)-L-tryptophanate